[Cu].N[C@@H](CCSC)C(=O)O L-methionine Copper